2,2,6,6-tetra-methyl-4-piperidyl acrylate C(C=C)(=O)OC1CC(NC(C1)(C)C)(C)C